FC1=CC=C2C=CC(=CC2=C1)OC1CC(C1)NC(OC(C)(C)C)=O tert-butyl ((1r,3r)-3-((7-fluoronaphthalen-2-yl)oxy)cyclobutyl)carbamate